C(C)(C)(C)[Si](C=1C(=CC(=NC1)NC(COCCOCCN=[N+]=[N-])=O)OC)(F)C(C)(C)C N-{5-[di(tert-butyl)(fluoro)silyl]-4-methoxy-2-pyridyl}[2-(2-azidoethoxy)ethoxy]acetamide